15-(3-(2-((1,2-dimethylhydrazinyl)methyl)-1H-indol-1-yl)propanamido)-2,3-dimethyl-1,4,14-trioxo-7,10-dioxa-3,13-diazaoctadecan-18-oic acid CN(NC)CC=1N(C2=CC=CC=C2C1)CCC(=O)NC(C(NCCOCCOCCC(N(C(C=O)C)C)=O)=O)CCC(=O)O